Cl.FC=1C=C(C=C(C1N1CCN(CC1)C)F)NC(=O)C=1C(N(C2=CC=CC=C2C1O)CC(C)C)=O N-(3,5-Difluoro-4-(4-Methylpiperazin-1-yl)Phenyl)-4-Hydroxy-1-Isobutyl-2-Oxo-1,2-Dihydroquinoline-3-Carboxamide Hydrochloride Salt